perfluorononyl tosylate S(=O)(=O)(OC(C(C(C(C(C(C(C(C(F)(F)F)(F)F)(F)F)(F)F)(F)F)(F)F)(F)F)(F)F)(F)F)C1=CC=C(C)C=C1